S=C1NC(NCC1)=O 4-thioxotetrahydropyrimidin-2(1H)-one